3-(((tert-butyldiphenylsilyl)oxy)methyl)-4-ethyl-1H-1,2,4-triazole [Si](C1=CC=CC=C1)(C1=CC=CC=C1)(C(C)(C)C)OCC1=NNCN1CC